2-Methyl-N-[(1R)-1-[3-[3-[methyl-[2-(methylamino)ethyl]carbamoyl]phenyl]phenyl]ethyl]-5-(4-methylpiperazin-1-yl)benzamide hydrochloride salt Cl.CC1=C(C(=O)N[C@H](C)C2=CC(=CC=C2)C2=CC(=CC=C2)C(N(CCNC)C)=O)C=C(C=C1)N1CCN(CC1)C